dihydro-5H-thiazolo[5',4':4,5]pyrrolo[2,3-d]pyridazin S1CNC2=C1C=1C(CN=NC1)=N2